CC1=C(C=NO1)C(=O)N[C@H](C(NC1=CC2=C(C=N1)C1(CCOCC1)C(N2)=O)=O)C2CCC(CC2)C 5-Methyl-N-{(1S)-1-(4-methylcyclohexyl)-2-oxo-2-[(2-oxospiro[1H-pyrrolo[3,2-c]pyridine-3,4'-oxane]-6-yl)amino]ethyl}-isoxazole-4-carboxamide